C(C)(=O)O[C@@H]1CC2=CC[C@H]3[C@@H]4CC=C([C@@]4(C)CC[C@@H]3[C@]2(CC1)C)N1C(=NC2=C1C=CC=C2)Cl 3β-Acetoxy-17-(2-chloro-1H-benzimidazol-1-yl)-androsta-5,16-diene